(2,8-diazaspiro[4.5]decan-2-yl)(3-((2-(trifluoromethoxy)phenyl)ethynyl)-1H-indazol-5-yl)methanone C1N(CCC12CCNCC2)C(=O)C=2C=C1C(=NNC1=CC2)C#CC2=C(C=CC=C2)OC(F)(F)F